(S)-(4-(4-fluorobenzo[d]thiazol-2-yl)-6,7-dihydro-1H-imidazo[4,5-c]pyridin-5(4H)-yl)(2-(pyridin-2-yl)-4-(trifluoromethyl)oxazol-5-yl)methanone FC1=CC=CC2=C1N=C(S2)[C@H]2N(CCC1=C2N=CN1)C(=O)C1=C(N=C(O1)C1=NC=CC=C1)C(F)(F)F